O[C@@H]1[C@@H](CO[C@@H]([C@@H]1O)CO)C(=O)[O-] (3R,4R,5R,6R)-4,5-dihydroxy-6-(hydroxymethyl)tetrahydro-2H-pyran-3-carboxylate